O1C=NC=C1CNC(N)=O 3-oxazol-5-ylmethyl-urea